cobalt sodium disulfide [S-][S-].[Na+].[Co+2]